N-(2-chloro-5-(4-methylbenzenesulfonyl)-5H-pyrrolo[3,2-d]pyrimidin-4-yl)-5-methyl-1H-pyrazol-3-amine ClC=1N=C(C2=C(N1)C=CN2S(=O)(=O)C2=CC=C(C=C2)C)NC2=NNC(=C2)C